1-[6-[6-fluoro-5-[(5-methyl-1,3,4-oxadiazol-2-yl)amino]benzimidazol-1-yl]-3-(1-hydroxyethyl)-2-pyridinyl]-5-methyl-pyrazole-3-carbonitrile FC=1C(=CC2=C(N(C=N2)C2=CC=C(C(=N2)N2N=C(C=C2C)C#N)C(C)O)C1)NC=1OC(=NN1)C